N-(2-hydroxy-1-phenylethyl)-1-(5-methyl-2-((4-(piperazin-1-yl)phenyl)amino)-pyridin-4-yl)-1H-pyrrole-3-carboxamide OCC(C1=CC=CC=C1)NC(=O)C1=CN(C=C1)C1=CC(=NC=C1C)NC1=CC=C(C=C1)N1CCNCC1